C(CCCCCCCCCCC)(=O)[O-].C(CCCCCCCCCCC)(=O)[O-].C(CCCCCCCCCCCCCCCCC)[Sn+2] octadecyltin dilaurate